2-benzo[1,3]dioxol-5-yl-N-butyl-2-[2-(2,3-dimethoxy-phenyl)-benzimidazol-1-yl]-acetamide O1COC2=C1C=CC(=C2)C(C(=O)NCCCC)N2C(=NC1=C2C=CC=C1)C1=C(C(=CC=C1)OC)OC